N-(4-(4-amino-5-(3-fluoro-4-((6-methylpyridin-2-yl)oxy)phenyl)pyrazolo[5,1-f][1,2,4]triazin-6-yl)-3-chlorophenyl)-2-fluoroacrylamide NC1=NC=NN2C1=C(C(=N2)C2=C(C=C(C=C2)NC(C(=C)F)=O)Cl)C2=CC(=C(C=C2)OC2=NC(=CC=C2)C)F